NC[C@@H]1CN(CCC1)C(=O)OC(C)(C)C tert-butyl (R)-3-(aminomethyl)piperidine-1-carboxylate